1-benzyl-3-bromo-N-methyl-1H-pyrazolo[3,4-d]pyrimidine-6-carboxamide C(C1=CC=CC=C1)N1N=C(C=2C1=NC(=NC2)C(=O)NC)Br